tert-butyl (2-oxo-4-(o-tolyl)-2H-chromen-7-yl)-L-leucinate O=C1OC2=CC(=CC=C2C(=C1)C1=C(C=CC=C1)C)N[C@@H](CC(C)C)C(=O)OC(C)(C)C